C(C)N(C(=O)[C@H]1CN(C)[C@@H]2CC3=CN(C4=CC=CC(C2=C1)=C34)C)CC D-N1-methyl-lysergic acid diethylamide